BrC1=C(C=CC=C1)[NH+](C1=C(C=CC=C1)Br)C1=C(C=CC=C1)Br tris(bromophenyl)aminium